S'-((1,3,5-triazinane-1,3,5-triyl) tris(propane-3,1-diyl)) tris(thiosulfate) S(=S)(=O)(OCCCN1CN(CN(C1)CCCOS(=S)(=O)[O-])CCCOS(=S)(=O)[O-])[O-]